BrC1=CN=C(C=2N1C=CN2)Cl 5-bromo-8-chloroimidazo[1,2-a]pyrazine